BrC=1N=C(SC1C(=O)NCC1=NC=C(C=C1F)F)N1CCC(CC1)N1C[C@@H](CCC1)C 4-bromo-N-[(3,5-difluoropyridin-2-yl)methyl]-2-[(3R)-3-methyl-[1,4'-bipiperidin]-1'-yl]-1,3-thiazole-5-carboxamide